CC(=O)CCC1=CC2=C(C=C1)C=C(C=C2)OC The molecule is a methyl ketone that is 2-butanone in which one of the methyl hydrogens at position 4 is replaced by a 6-methoxy-2-naphthyl group. A prodrug that is converted to the active metabolite, 6-methoxy-2-naphthylacetic acid, following oral administration. It is shown to have a slightly lower risk of gastrointestinal side effects than most other non-steroidal anti-inflammatory drugs. It has a role as a non-steroidal anti-inflammatory drug, a non-narcotic analgesic, a cyclooxygenase 2 inhibitor and a prodrug. It is a methoxynaphthalene and a methyl ketone.